C(C)C1=C2C(=CC=C1)NS2(=O)=O ethyl-benzenesultam